ClC1=C(C=CC2=C1OC(C=1CN(CCC12)C(=O)C1=C(C(=C(C(=O)NS(N(C)C)(=O)=O)C=C1)OC1CCC1)F)=O)N1C[C@@H](N(CC1)C)COC (R)-4-(7-chloro-8-(3-(methoxymethyl)-4-methylpiperazin-1-yl)-5-oxo-1,3,4,5-tetrahydro-2H-chromeno[3,4-c]pyridine-3-carbonyl)-2-cyclobutoxy-N-(N,N-dimethylsulfamoyl)-3-fluorobenzamide